BrC1=NC2=C(N1C1=C(C=CC=C1)I)C=CC=C2 2-bromo-1-(2-iodophenyl)-1H-benzimidazole